C(C)(C)(C)OC(=O)NCCC1=CC(=C(C=C1F)N1CC(C(C1)F)N(C(OCC1=CC=CC=C1)=O)C)F benzyl (1-(4-(2-((tert-butoxycarbonyl)amino)ethyl)-2,5-difluorophenyl)-4-fluoropyrrolidin-3-yl)(methyl)carbamate